NC([C@@](CO)(C)NC(=O)C1=C(OC2=C1C=C(C=C2)C2=NC=CC(=C2)C2CC2)C)=O (S)-N-(1-amino-3-hydroxy-2-methyl-1-oxopropan-2-yl)-5-(4-cyclopropylpyridin-2-yl)-2-methylbenzofuran-3-carboxamide